NC1=C(C=C(C=C1)C1=CSC2=C1N=C(N=C2)NC2=CC(=C(C=C2)OC)OC)[N+](=O)[O-] 7-(4-amino-3-nitrophenyl)-N-(3,4-dimethoxyphenyl)thieno[3,2-d]pyrimidin-2-amine